4-(6-((6-acetyl-8-cyclopentyl-5-methyl-7-oxo-7,8-dihydropyrido[2,3-d]-pyrimidin-2-yl)amino)pyridin-3-yl)-N-(isopropylcarbamoyl)piperazine-1-sulfonamide C(C)(=O)C1=C(C2=C(N=C(N=C2)NC2=CC=C(C=N2)N2CCN(CC2)S(=O)(=O)NC(NC(C)C)=O)N(C1=O)C1CCCC1)C